1-(3-((5-chloro-2-((4-(4-methylpiperazin-1-yl)phenyl)amino)pyrimidin-4-yl)amino)pyridin-2-yl)pyrrolidin-2-one ClC=1C(=NC(=NC1)NC1=CC=C(C=C1)N1CCN(CC1)C)NC=1C(=NC=CC1)N1C(CCC1)=O